3-[4-(4-amino-1-piperidyl)-3-(3,5-difluorophenyl)-6-quinolyl]-2-hydroxybenzonitrile monohydrochloride Cl.NC1CCN(CC1)C1=C(C=NC2=CC=C(C=C12)C=1C(=C(C#N)C=CC1)O)C1=CC(=CC(=C1)F)F